methyl 2-[(2-{[(tert-butoxy)carbonyl]amino}ethyl)(methyl)amino]acetate C(C)(C)(C)OC(=O)NCCN(CC(=O)OC)C